(((1R,2S,3S,4R)-3-(ethoxycarbonyl)bicyclo[2.2.2]octan-2-yl)amino)pyrrolo[2,1-f][1,2,4]triazine-7-carboxylic acid C(C)OC(=O)[C@@H]1[C@H](C2CCC1CC2)NC2=NN1C(C=N2)=CC=C1C(=O)O